(S)-(7-((3-(1-hydroxycyclohexyl)prop-2-yn-1-yl)oxy)-5-methyl-4-oxo-2,3,4,5-tetrahydrobenzo[b][1,4]oxazepin-3-yl)carbamic acid tert-butyl ester C(C)(C)(C)OC(N[C@@H]1C(N(C2=C(OC1)C=CC(=C2)OCC#CC2(CCCCC2)O)C)=O)=O